2-fluoro-N-(4-((2-(2-fluorophenyl)pyridin-4-yl)amino)-7-methoxyquinazolin-6-yl)acrylamide FC(C(=O)NC=1C=C2C(=NC=NC2=CC1OC)NC1=CC(=NC=C1)C1=C(C=CC=C1)F)=C